Cl.FC(CCCNC)(CC)F (4,4-difluorohexyl)methylamine hydrochloride